2-{4-[5-chloro-2-(4-chloro-1H-imidazol-1-yl)phenyl]-5-methoxy-2-oxopyridin-1(2H)-yl}-4-methoxy-N-(2-methyl-2H-indazol-5-yl)butanamide ClC=1C=CC(=C(C1)C1=CC(N(C=C1OC)C(C(=O)NC1=CC2=CN(N=C2C=C1)C)CCOC)=O)N1C=NC(=C1)Cl